2-chloro-4-((2-(dimethylphosphoryl)Phenyl)amino)pyrimidine-5-carboxylic acid methyl ester COC(=O)C=1C(=NC(=NC1)Cl)NC1=C(C=CC=C1)P(=O)(C)C